C(C1=CC=CC=C1)(C1=CC=CC=C1)N1CC(C1)N1CC2=CC=C(C=C2CC1)NC 2-(1-benzhydrylazetidin-3-yl)-N-methyl-1,2,3,4-tetrahydroisoquinolin-6-amine